N-[4-(1-Hydroxy-2-methylpropan-2-yl)phenyl]-2-[4-([1,2,4]triazolo[1,5-a]pyridin-7-yl)phenyl]acetamide OCC(C)(C)C1=CC=C(C=C1)NC(CC1=CC=C(C=C1)C1=CC=2N(C=C1)N=CN2)=O